ClC=1C=C(C[C@@H](C(=O)NO)CCCCN(C)CC2=NC=C(C=C2)OC)C=C(C1F)C (S)-2-(3-chloro-4-fluoro-5-methylbenzyl)-N-hydroxy-6-(((5-methoxypyridin-2-yl)methyl)(methyl)amino)hexanamide